NC1(CC2=CC=C(C=C2CC1)F)C(=O)O 2-amino-6-fluoro-1,2,3,4-tetrahydronaphthalene-2-carboxylic acid